2-(((1R)-1-(2-cyano-7-methyl-3-(2-(trifluoromethyl)morpholino)quinoxalin-5-yl)ethyl)amino)benzoic acid C(#N)C1=NC2=CC(=CC(=C2N=C1N1CC(OCC1)C(F)(F)F)[C@@H](C)NC1=C(C(=O)O)C=CC=C1)C